1-(6-(((1S,3S)-3-((5,6-Dimethylpyrazin-2-yl)amino)cyclopentyl)amino)pyridin-3-yl)-3-methylimidazolidine-2,4-dione CC=1N=CC(=NC1C)N[C@@H]1C[C@H](CC1)NC1=CC=C(C=N1)N1C(N(C(C1)=O)C)=O